ClC1=CC=C(C=C1)C1=NC2=C(N1CCC1=CC=CC=C1)C=C(C=C2)C 2-(4-Chlorophenyl)-6-methyl-1-phenethyl-1H-benzo[d]imidazole